C(C)SC=1C(=NC=C(C1)N1N=C(C=C1)C(F)(F)F)C(=O)N=C1SC(=NN1C)C(C(F)(F)F)(F)F 3-ethylsulfanyl-N-[3-methyl-5-(1,1,2,2,2-pentafluoroethyl)-1,3,4-thiadiazol-2-ylidene]-5-[3-(trifluoromethyl)pyrazol-1-yl]pyridine-2-carboxamide